C(=CCCC=CCC)C1CCC(O1)=O 5-octa-1,5-dienyloxolan-2-one